Cl.Cl.C([C@@H](C(=O)OCC)N)SSC[C@@H](C(=O)OCC)N Diethyl L-cystinate dihydrochloride